2-(3,3-difluoro-2,3-dihydropyrrolo[3',2':5,6]pyrido[2,3-b][1,4]oxazin-1(6H)-yl)benzamide FC1(CN(C2=C(O1)N=C1C(=C2)C=CN1)C1=C(C(=O)N)C=CC=C1)F